CN(CCN(C=1C(=CC(=C(C1)OC)NC1=NC=CC(=N1)C1=CN(C2=CC=CC=C12)C)N)C)C N1-[2-(dimethylamino)ethyl]-5-methoxy-N1-methyl-N4-[4-(1-methylindol-3-yl)pyrimidin-2-yl]benzene-1,2,4-triamine